((diethoxyphosphoryl)difluoromethyl)-6-fluorobenzo[b]thiophene-2-carboxylic acid ethyl ester C(C)OC(=O)C1=C(C2=C(S1)C=C(C=C2)F)C(F)(F)P(=O)(OCC)OCC